C(C1=CC=CC=C1)OC1=CC=C(C=N1)CN1N=CC(=C1)C=1C=CC(=NC1)N 5-(1-((6-(benzyloxy)pyridin-3-yl)methyl)-1H-pyrazol-4-yl)pyridin-2-amine